O=C1C=C2CN(CCC2S1)[C@H](C(=O)OC)C1=C(C=CC=C1)Cl methyl (2S)-2-(2-oxo-7,7a-dihydrothieno[3,2-C]pyridin-5(2H,4H,6H)-yl)-2-(2-chlorophenyl)-acetate